3-fluoro-4-((7-methoxy-6-(2-methoxyethoxy)-1,5-naphthyridin-4-yl)oxy)aniline FC=1C=C(N)C=CC1OC1=CC=NC2=CC(=C(N=C12)OCCOC)OC